1-Methylcyclohexane-1-carboxaldehyde CC1(CCCCC1)C=O